3-(1'-(4-fluorobenzyl)-6-oxo-6,8-dihydro-2H,7H-spiro[furo[2,3-e]isoindole-3,4'-piperidin]-7-yl)piperidine-2,6-dione FC1=CC=C(CN2CCC3(CC2)COC2=C4CN(C(C4=CC=C23)=O)C2C(NC(CC2)=O)=O)C=C1